N-(4-phenoxyphenyl)-2-[4-(7H-pyrrolo[2,3-d]pyrimidin-4-yl)-1H-pyrazol-1-yl]butanamide O(C1=CC=CC=C1)C1=CC=C(C=C1)NC(C(CC)N1N=CC(=C1)C=1C2=C(N=CN1)NC=C2)=O